N-[(1R,3R)-8-[8-(2,3-dichlorophenyl)-7-methylimidazo[1,2-c]pyrimidin-5-yl]-3-hydroxy-8-azaspiro[4.5]dec-1-yl]-2-methylpropan-2-sulfinamide ClC1=C(C=CC=C1Cl)C=1C=2N(C(=NC1C)N1CCC3(C[C@H](C[C@H]3NS(=O)C(C)(C)C)O)CC1)C=CN2